C(C)S(=O)(=O)C1=CC=C(CNC(C2=CC=C(C=C2)I)=O)C=C1 N-(4-(ethylsulfonyl)benzyl)-4-iodobenzamide